[2-(2,6-dioxopiperidin-3-yl)-4-(2-hydroxy-2-methylpropoxy)-3-oxo-2,3-dihydro-1H-isoindol-5-yl]methyl N-(4-phenoxyphenyl)carbamate O(C1=CC=CC=C1)C1=CC=C(C=C1)NC(OCC=1C(=C2C(N(CC2=CC1)C1C(NC(CC1)=O)=O)=O)OCC(C)(C)O)=O